C=O (R)-formaldehyde